5-[(1S,2S)-2-{[3-chloro-4-(cyclopropanesulfinyl)phenyl]carbonyl}cyclopropyl]-2H-1,2,3,4-tetrazole ClC=1C=C(C=CC1S(=O)C1CC1)C(=O)[C@@H]1[C@H](C1)C=1N=NNN1